C(C)(C)(C)OC(COCC#CC1=CC=C(C=C1)CCC(C(=O)OC)C(C1=CC=C(C=C1)C(F)(F)F)=O)=O methyl 4-(4-{3-[2-(tert-butoxy)-2-oxoethoxy]prop-1-yn-1-yl}phenyl)-2-[4-(trifluoromethyl)benzoyl]butanoate